C(C)[S@@](=O)C=1C=C(C=NC1C1=NC2=C(C=NC(=C2)C(F)(F)F)N1C)OC(C#N)(C)C 2-[[5-[(R)-ethylsulfinyl]-6-[3-methyl-6-(trifluoromethyl)imidazo[4,5-c]pyridin-2-yl]-3-pyridyl]oxy]-2-methyl-propanenitrile